(3,4-epoxycyclohexyl)ethylmethyldipropoxysilane C1(CC2C(CC1)O2)CC[Si](OCCC)(OCCC)C